NCCS(=O)(=O)OC(CCCCCCC\C=C/CCCCCCCC)=O.[K] potassium oleoyl taurate